(2s,5r)-2,5-dimethyl-4-(3-(trifluoromethyl)bicyclo[1.1.1]pentane-1-carbonyl)piperazine-1-carboxylic acid tert-butyl ester C(C)(C)(C)OC(=O)N1[C@H](CN([C@@H](C1)C)C(=O)C12CC(C1)(C2)C(F)(F)F)C